3-[2-fluoro-4-(4-piperidyl)anilino]piperidine-2,6-dione FC1=C(NC2C(NC(CC2)=O)=O)C=CC(=C1)C1CCNCC1